7-[(3R,4R)-3,4-Dihydroxypyrrolidin-1-yl]-N-(3-ethylpentan-3-yl)-6-fluoro-4-oxo-1-(2,4,6-tri-fluorophenyl)-1,4-dihydro-1,8-naphthyridine-3-carboxamide O[C@@H]1CN(C[C@H]1O)C1=C(C=C2C(C(=CN(C2=N1)C1=C(C=C(C=C1F)F)F)C(=O)NC(CC)(CC)CC)=O)F